methyl (2R,4S)-4-hydroxypyrrolidine-1,2-dicarboxylate O[C@H]1C[C@@H](N(C1)C(=O)OC)C(=O)[O-]